1-(3',5'-difluoro-[1,1'-biphenyl]-4-yl)-3-(quinoxalin-6-yl)prop-2-en-1-one FC=1C=C(C=C(C1)F)C1=CC=C(C=C1)C(C=CC=1C=C2N=CC=NC2=CC1)=O